FC=1C(=CC=2C3=C(NC(C2C1)=O)COCC3N(C(C3=CC=C(C=C3)OC3=CC(=CC=C3)F)=O)C)F N-(8,9-difluoro-6-oxo-1,4,5,6-tetrahydro-2H-pyrano[3,4-c]isoquinolin-1-yl)-4-(3-fluorophenoxy)-N-methylbenzamide